COC(C(C(C1=CC(=C(C=C1)C)CN1C[C@H](OC2=C3C=CC=NC3=CC=C2C1)CC)C1=C(C2=C(N(N=N2)C)C=C1)C)(C)C)=O 3-(1,4-dimethyl-1H-benzo[d][1,2,3]triazol-5-yl)-3-(3-(((R)-2-ethyl-2,3-dihydro-[1,4]oxazepino[7,6-f]quinolin-4(5H)-yl)methyl)-4-methylphenyl)-2,2-dimethylpropanoic acid methyl ester